N-(2,3-dihydro-1,4-benzoxazin-4-yl)-4-(2,2,2-trifluoro-1-methyl-ethyl)-8-(2,3,5-trifluorophenyl)quinoline O1CCN(C2=C1C=CC=C2)N2CC=C(C1=CC=CC(=C21)C2=C(C(=CC(=C2)F)F)F)C(C(F)(F)F)C